CC(C(=O)OC=1C(=NC=CC1OC)C(N[C@H](C(=O)O[C@H]([C@@H](C)C1=C(C=C(C=C1)F)C)C)C)=O)C [2-[[(1S)-2-[(1S,2S)-2-(4-fluoro-2-methyl-phenyl)-1-methyl-propoxy]-1-methyl-2-oxo-ethyl]carbamoyl]-4-methoxy-3-pyridyl] 2-methyl-propanoate